7-(3,5-dimethyl-1H-pyrazol-4-yl)pyrrolo[2,1-f][1,2,4]triazin-4-amine CC1=NNC(=C1C1=CC=C2C(=NC=NN21)N)C